OCC1OC(CCC1)OC 2-(hydroxymethyl)-6-methoxytetrahydro-2H-pyran